(R)-2-((4-(2-(4-chloro-2-fluorophenyl)-2,3-dihydrobenzo[b][1,4]dioxin-5-yl)piperidin-1-yl)methyl)-4-ethoxy-1-methyl-1H-benzo[d]imidazole-6-carboxylic acid ClC1=CC(=C(C=C1)[C@@H]1COC2=C(O1)C=CC=C2C2CCN(CC2)CC2=NC1=C(N2C)C=C(C=C1OCC)C(=O)O)F